3-(5-((2-(2-hydroxyethoxy)ethyl)amino)-2-methyl-4-oxoquinazolin-3(4H)-yl)piperidine-2,6-dione OCCOCCNC1=C2C(N(C(=NC2=CC=C1)C)C1C(NC(CC1)=O)=O)=O